ClC1=CC(=C(OCC=2C=C(OC3CCN(CC3)CC3=NC4=C(N3C[C@H]3OCC3)C=C(C=C4)C(=O)O)C=CC2)C=C1)F 2-[(4-{3-[(4-chloro-2-fluorophenoxy)methyl]phenoxy}piperidin-1-yl)methyl]-1-{[(2S)-oxetan-2-yl]methyl}-1H-1,3-benzodiazole-6-carboxylic acid